ClC=1C(=NC(=NC1)NC)C1=CC=C2CN(C(C2=C1)=O)[C@@H](C(=O)N[C@H](CO)C1=CC(=CC=C1)OC)C (2R)-2-{6-[5-chloro-2-(methylamino)pyrimidin-4-yl]-1-oxo-2,3-dihydro-1H-isoindol-2-yl}-N-[(1S)-2-hydroxy-1-(3-methoxyphenyl)ethyl]propanamide